PENTYLTETRAHYDROPYRAN C(CCCC)C1OCCCC1